N-(5-chloro-2-fluoro-4-(trifluoromethyl)phenyl)-3-oxo-3,5,6,7,8,9-hexahydro-2H-6,9-methano-cyclohepta[c]pyridine-10-carboxamide ClC=1C(=CC(=C(C1)NC(=O)C1C2CC=3C(=CNC(C3)=O)C1CC2)F)C(F)(F)F